C(C)(C)(C)OC(=O)N1[C@@H](CCC1)C=1C2C=CN=CC2C=C(C1)C=1C=C2C(=NC1)NC=C2C (S)-2-(7-(3-methyl-1H-pyrrolo[2,3-b]pyridin-5-yl)-4a,8a-dihydroisoquinolin-5-yl)pyrrolidine-1-carboxylic acid tert-butyl ester